(1s,4s)-4-((tert-Butoxycarbonyl)(methyl)amino)cyclohexanecarboxylic acid methyl ester COC(=O)C1CCC(CC1)N(C)C(=O)OC(C)(C)C